[Si](C)(C)(C(C)(C)C)OC[C@@H]1[C@H](C[C@@](O1)(N1C(=O)NC(=O)C(C)=C1)C=CF)OC#N 5'-O-TBDMS-3'-O-cyanofluorovinyl-thymidine